tert-butyl N-[4-(6-bromo-1-oxo-2-isoquinolyl)-1-methyl-butyl]carbamate BrC=1C=C2C=CN(C(C2=CC1)=O)CCCC(C)NC(OC(C)(C)C)=O